C(CCC)OC1=CC=C(C=C1)CCCC[C@@H](C(=O)OC)N1CCN(CCN(CCN(CC1)[C@H](C(=O)O)CO)[C@H](C(=O)O)CO)[C@H](C(=O)O)CO (2S,2'S,2''S)-2,2',2''-{10-[(2S)-6-(4-butoxyphenyl)-1-methoxy-1-oxohexan-2-yl]-1,4,7,10-tetraazacyclododecane-1,4,7-triyl}tris(3-hydroxypropanoic acid)